NC1=NN(C=2CN(CCC21)CC)C(=O)C2CCNC1=CC=C(C=C21)Cl (3-amino-6-ethyl-4,5,6,7-tetrahydro-pyrazolo[3,4-c]pyridin-1-yl)(6-chloro-1,2,3,4-tetrahydro-quinolin-4-yl)methanone